6-Chloro-9-(prop-2-yn-1-yl)-2-(propylsulfanyl)-9H-purine ClC1=C2N=CN(C2=NC(=N1)SCCC)CC#C